N-(3-(2,6-diphenylquinazolin-8-yl)phenyl)acrylamide C1(=CC=CC=C1)C1=NC2=C(C=C(C=C2C=N1)C1=CC=CC=C1)C=1C=C(C=CC1)NC(C=C)=O